4-(2-tert-butoxy-6-chloro-4-pyridinyl)-1H-pyrrolo[2,3-b]pyridine C(C)(C)(C)OC1=NC(=CC(=C1)C1=C2C(=NC=C1)NC=C2)Cl